NC1=NC=C(C=C1C=1C=C2CCNC(C2=CC1)=O)C1=CC=C(C=C1)C1CCN(CC1)CC(F)(F)F 6-(2-amino-5-(4-(1-(2,2,2-trifluoroethyl)piperidin-4-yl)phenyl)pyridin-3-yl)-3,4-dihydroisoquinolin-1(2H)-one